acryloxypropyl-tri(methoxy)silane C(C=C)(=O)OCCC[Si](OC)(OC)OC